3-(3-oxo-4-(pyridin-4-ylmethyl)-3,4-dihydro-2H-benzo[b][1,4]oxazin-7-yl)urea O=C1N(C2=C(OC1)C=C(C=C2)NC(N)=O)CC2=CC=NC=C2